ethyl 2-(3-cyanophenyl)-1-{[4-(methoxycarbonyl) benzyl] oxy}-4-methyl-1H-imidazole-5-carboxylate C(#N)C=1C=C(C=CC1)C=1N(C(=C(N1)C)C(=O)OCC)OCC1=CC=C(C=C1)C(=O)OC